[(1S)-3-tert-butoxy-1-tert-butoxycarbonyl-3-oxo-propyl]ammonium chloride [Cl-].C(C)(C)(C)OC(C[C@@H](C(=O)OC(C)(C)C)[NH3+])=O